N,N'-[1,3-phenylenebis(methylene)]bis(stearamide) C1(=CC(=CC=C1)CNC(CCCCCCCCCCCCCCCCC)=O)CNC(CCCCCCCCCCCCCCCCC)=O